tin 4-(2-(5-(Phenylcarbamoyl)furan-2-yl)phenoxy)piperidine-1-carboxylate C1(=CC=CC=C1)NC(=O)C1=CC=C(O1)C1=C(OC2CCN(CC2)C(=O)[O-])C=CC=C1.[Sn+4].C1(=CC=CC=C1)NC(=O)C1=CC=C(O1)C1=C(OC2CCN(CC2)C(=O)[O-])C=CC=C1.C1(=CC=CC=C1)NC(=O)C1=CC=C(O1)C1=C(OC2CCN(CC2)C(=O)[O-])C=CC=C1.C1(=CC=CC=C1)NC(=O)C1=CC=C(O1)C1=C(OC2CCN(CC2)C(=O)[O-])C=CC=C1